(2S)-2-{[4-(11,12-Didehydrodibenzo[b,f]azocin-5(6H)-yl)-4-oxobutanoyl]amino}-4-[(2,5-dioxopyrrolidin-1-yl)oxy]-N-(2,5,8,11,14,17,20-heptaoxadocosan-22-yl)-4-oxobutanamide C1=CC=CC=2N(CC3=C(C#CC21)C=CC=C3)C(CCC(=O)N[C@H](C(=O)NCCOCCOCCOCCOCCOCCOCCOC)CC(=O)ON3C(CCC3=O)=O)=O